3-methoxy-8-methyl-1,5-naphthyridine COC=1C=NC2=C(C=CN=C2C1)C